acrylic acid-imide C(C=C)(O)=N